psicose OCC(=O)[C@H](O)[C@H](O)[C@H](O)CO